C1(CC1)COC1CCN(CC1)C1=C(C=C(N=N1)C(=O)NC1CC=2C=CC=NC2CC1)C 6-[4-(cyclopropylmethoxy)piperidin-1-yl]-5-methyl-N-(5,6,7,8-tetrahydroquinolin-6-yl)pyridazine-3-carboxamide